C[C@H](C1CCCCC1)N (R)-(-)-1-cyclohexylethylamine